C(C)(C)P(C(C)C)C(C)C (tri-isopropyl-phosphine)